(2S,3R,4R,5S,6R)-2-[4-Chloro-3-(4-methyl-3,4-dihydro-2H-benzo[1,4]oxazin-6-ylmethyl)-phenyl]-6-hydroxymethyl-tetrahydro-pyran-3,4,5-triol ClC1=C(C=C(C=C1)[C@@H]1O[C@@H]([C@H]([C@@H]([C@H]1O)O)O)CO)CC=1C=CC2=C(N(CCO2)C)C1